P(=O)(OCC)(OCC)OCCCCCCCOP(=O)(OCC)OCC Tetraethyl heptane-1,7-diyl bisphosphate